FC(C1=NC(=NO1)C1=CC=C(C=C1)CN1N=NC(=C1)CNC(OC(C)(C)C)=O)(F)F tert-butyl N-[[1-[[4-[5-(trifluoromethyl)-1,2,4-oxadiazol-3-yl] phenyl]methyl]triazol-4-yl]methyl]carbamate